(R)-6-(2,2-dimethyl-6-(2-methylpyridin-4-yl)morpholino)-2,3-dimethyl-8-(6-(trifluoromethyl)pyridin-3-yl)pyrimido[5,4-d]pyrimidin-4(3H)-one CC1(O[C@@H](CN(C1)C=1N=C(C=2N=C(N(C(C2N1)=O)C)C)C=1C=NC(=CC1)C(F)(F)F)C1=CC(=NC=C1)C)C